ClC=1C=C(N=NC1)NCC1=CC=C(C=C1)OC 5-chloro-N-(4-methoxybenzyl)pyridazin-3-amine